4-(trifluoromethyl)phthalazin FC(C1=NN=CC2=CC=CC=C12)(F)F